OC(C)(C)C=1SC(=CN1)SN 2-(2-hydroxy-prop-2-yl)thiazol-5-ylsulfenamide